O1CC[C@@H](C2=CC=CC=C12)NC(=O)C1=CC2=C(N=C(S2)N2CCNCC2)C=C1 (S)-N-(chroman-4-yl)-2-(piperazin-1-yl)-benzo[d]thiazole-6-carboxamide